C(C)(C)(C)OC(N(C)CCC(F)F)=O tert-butyl(3,3-difluoropropyl)(methyl)carbamate